(R)-N-(1-(2-amino-5-chloropyridin-3-yl)ethylidene)-2-methylpropane-2-sulfinamide NC1=NC=C(C=C1C(C)=N[S@](=O)C(C)(C)C)Cl